3-Aminobicyclo[1.1.1]pentane-1-carboxylic acid HCl Cl.NC12CC(C1)(C2)C(=O)O